5-oxo-5,6-dihydro-1,6-naphthyridine-8-carboxamide O=C1C=2C=CC=NC2C(=CN1)C(=O)N